3,6-bis([1,1'-biphenyl]-4-yl)-9-(4-(10-(naphthalen-1-yl)anthracen-9-yl)phenyl)-9H-carbazole C1(=CC=C(C=C1)C=1C=CC=2N(C3=CC=C(C=C3C2C1)C1=CC=C(C=C1)C1=CC=CC=C1)C1=CC=C(C=C1)C=1C2=CC=CC=C2C(=C2C=CC=CC12)C1=CC=CC2=CC=CC=C12)C1=CC=CC=C1